5-[(1R)-1-(3,5-Dichloro-4-pyridyl)ethoxy]-3-[5-fluoro-6-(4-methylsulfonyl-piperazin-1-yl)-3-pyridyl]-1H-indazole ClC=1C=NC=C(C1[C@@H](C)OC=1C=C2C(=NNC2=CC1)C=1C=NC(=C(C1)F)N1CCN(CC1)S(=O)(=O)C)Cl